FC1=CC=C(OCC([C@H](C[C@H]2C(NCC2)=O)NC(=O)[C@@H]2[C@H]3C([C@H]3CN2C([C@@H](NC(C(F)(F)F)=O)C(C)C)=O)(C)C)=O)C=C1 (1R,2S,5S)-N-{(2S)-4-(4-fluorophenoxy)-3-oxo-1-[(3S)-2-oxopyrrolidin-3-yl]butan-2-yl}-6,6-dimethyl-3-[N-(trifluoroacetyl)-L-valyl]-3-azabicyclo[3.1.0]hexane-2-carboxamide